C(C)(C)(C)OC(=O)N[C@H](C(=O)N1[C@@H](CCC1)C(=O)O)CO (2S)-1-[(2S)-2-[(tert-butoxycarbonyl)amino]-3-hydroxypropanoyl]pyrrolidine-2-carboxylic acid